trans-isopropyl N-[4-[5-[4-(benzylcarbamoylamino)-2-((2-hydroxy-1,1-dimethyl-ethyl)sulfamoyl)phenyl]thiazol-2-yl]cyclohexyl]carbamate C(C1=CC=CC=C1)NC(=O)NC1=CC(=C(C=C1)C1=CN=C(S1)[C@@H]1CC[C@H](CC1)NC(OC(C)C)=O)S(NC(CO)(C)C)(=O)=O